C1(CCCCC1)C(=O)N1CCN(CC1)C1=NC=C2C(=N1)N(N=C2C2=C(C(=C(C(=C2)C(F)(F)F)F)O)F)C Cyclohexyl(4-(3-(2,4-difluoro-3-hydroxy-5-(trifluoromethyl)phenyl)-1-methyl-1H-pyrazolo[3,4-d]pyrimidin-6-yl)piperazin-1-yl)methanone